3-(2-chloro-3'-fluoro-4'-(2-oxo-1,3-oxazinan-3-yl)-[1,1'-biphenyl]-3-yl)piperidine-2,6-dione ClC1=C(C=CC=C1C1C(NC(CC1)=O)=O)C1=CC(=C(C=C1)N1C(OCCC1)=O)F